[N+](=O)([O-])C1=CC=C(C=C1)CN(C(O)=O)CC=1C=NC(=CC1)OC.N[C@@H](CCC(N)=O)C(=O)C1=C(NC2=CC=CC=C12)CC glutaminyl-ethylindole 4-nitrophenyl-((6-methoxypyridin-3-yl)methyl)(methyl)carbamate